(R)-2-(3-(5-(trifluoromethyl)pyridin-2-yloxy)pyrrolidin-1-yl)benzoic acid methyl ester COC(C1=C(C=CC=C1)N1C[C@@H](CC1)OC1=NC=C(C=C1)C(F)(F)F)=O